C(C)SSC[C@@]1(C[C@H](O)[C@@H](CO)O1)N1C=NC=2C(=O)NC(N)=NC12 ethyldithiomethyl-2'-deoxyguanosine